COC[C@]12CNC[C@H](CC1)N2 (1R,5S)-1-(methoxymethyl)-3,8-diazabicyclo[3.2.1]octane